N'-(1,2,3,5,6,7-hexahydro-s-indacen-4-ylcarbamoyl)-4-(methoxymethyl)benzenesulfonimidamide C1CCC2=C(C=3CCCC3C=C12)NC(=O)N=S(=O)(N)C1=CC=C(C=C1)COC